2-ethyl-6-methyl-9-acryloyloxy-10-phenoxy-1,4-dihydroanthracene C(C)C=1CC2=C(C3=CC=C(C=C3C(=C2CC1)OC1=CC=CC=C1)C)OC(C=C)=O